1,6-diiodo-3,9,12-triphenylnaphtho[1,2,3,4-ghi]perylene IC1=CC(=CC2=C1C=1C=CC3=C(C=CC=4C5=C(C=CC6=C(C=C2C(C1C34)=C65)I)C6=CC=CC=C6)C6=CC=CC=C6)C6=CC=CC=C6